[Cl-].[Cl-].C1(=CC=CC=C1)C(C1=CC=CC=C1)=[Zr+2](C1=CC=CC=2C3=CC=CC=C3CC12)C1C=C(C=C1C)C diphenylmethylene(3,5-dimethylcyclopentadienyl)(fluorenyl)zirconium dichloride